OC=1C=C(C=CC1OC)/C=C/C(=O)C1=C(C=C(C=C1OC)O[C@@H]1OC([C@H](C(C1O)O)O)CO[C@@H]1OC([C@@H](C(C1O)O)O)C)O (E)-3-(3-Hydroxy-4-methoxyphenyl)-1-[2-hydroxy-6-methoxy-4-[(2S,5S)-3,4,5-trihydroxy-6-[[(2R,5R)-3,4,5-trihydroxy-6-methyloxan-2-yl]oxymethyl]oxan-2-yl]oxyphenyl]prop-2-en-1-one